C(C)C1=C(C=CC(=C1)O)N=C(N)C1=C(C=2N(N=C1)C=C(C2)C=2C=NC(=CC2C)OC)NCC2CCNCC2 N'-(2-ethyl-4-hydroxy-phenyl)-6-(6-methoxy-4-methyl-3-pyridyl)-4-(4-piperidylmethylamino)pyrrolo[1,2-b]pyridazine-3-carboxamidine